((1r,2s)-1-(2-cyanophenyl)-1-(1-methyl-1H-pyrazol-4-yl)propan-2-yl)-5-hydroxy-1-isopropyl-N-(isoxazol-4-yl)-6-oxo-1,6-dihydropyrimidine-4-carboxamide C(#N)C1=C(C=CC=C1)[C@@H]([C@H](C)C=1N(C(C(=C(N1)C(=O)NC=1C=NOC1)O)=O)C(C)C)C=1C=NN(C1)C